(2R)-7-amino-2-methyl-4-[(1S)-1-[6-(trifluoromethoxy)pyridin-2-yl]ethyl]-2H-1,4-benzoxazin-3-one NC1=CC2=C(N(C([C@H](O2)C)=O)[C@@H](C)C2=NC(=CC=C2)OC(F)(F)F)C=C1